N-(1'-(6-(azetidin-1-yl)-2-(1,1-difluoroethyl)pyrimidin-4-yl)-1',2'-dihydrospiro[cyclopropane-1,3'-pyrrolo[3,2-c]pyridin]-6'-yl)acetamide N1(CCC1)C1=CC(=NC(=N1)C(C)(F)F)N1CC2(C=3C=NC(=CC31)NC(C)=O)CC2